ClC1=CC=C(C=C1)OC(=O)N1CC(C[C@H](C1)N1C(C(CC1)C)=O)(F)F.FC1=C(C=CC=C1)CC(=O)NC1=CC(=C(C=C1)C=1C=NN(C1)C(C)C)S(N)(=O)=O 2-(2-fluorophenyl)-N-{4-[1-(propan-2-yl)-1H-pyrazol-4-yl]-3-sulfamoylphenyl}acetamide 4-Chlorophenyl-(5R)-3,3-difluoro-5-(3-methyl-2-oxopyrrolidin-1-yl)piperidine-1-carboxylate